F[C@H]1C[C@@]2(CCCN2C1)C(=O)OC methyl (2S,7aS)-2-fluorotetrahydro-1H-pyrrolizine-7a(5H)-carboxylate